C(\C=C\C=C/CCCCC)(=O)O.C(C)OC(C=CC=CCCCCC)=O decadienoic acid ethyl ester (2E,4Z)-decadienoate